ClC=1C(=C(C(=O)OC2=CC=C(C=C2)C=O)C(=CC1)Cl)OC 4-formylphenyl 3,6-dichloro-2-methoxybenzoate